11-dodecenyl-isopropyl-dichlorosilane C(CCCCCCCCCC=C)[Si](Cl)(Cl)C(C)C